2-(4-isopropyl-5-(8-methoxy-[1,2,4]triazolo[1,5-a]pyridin-6-yl)-1H-pyrazol-3-yl)-5-(4-(3-methoxyazetidin-1-yl)cyclohexyl)-4-methylthiazole C(C)(C)C=1C(=NNC1C=1C=C(C=2N(C1)N=CN2)OC)C=2SC(=C(N2)C)C2CCC(CC2)N2CC(C2)OC